C(C)C1=NN(C=C1C)C1=NC(=CC(=C1)C#N)Cl ethyl-1-(6-chloro-4-cyanopyridin-2-yl)-4-methyl-1H-pyrazole